1-Methyl-N-(4-(piperidin-1-ylsulfonyl)benzyl)-1H-indole-3-carboxamide CN1C=C(C2=CC=CC=C12)C(=O)NCC1=CC=C(C=C1)S(=O)(=O)N1CCCCC1